(S*)-6-(cyclopropanecarboxamido)-4-((1-ethyl-4-methoxy-5-(2,2,2-trifluoro-1-hydroxyethyl)-1H-indazol-3-yl)amino)-N-(methyl-d3)nicotinamide C1(CC1)C(=O)NC1=NC=C(C(=O)NC([2H])([2H])[2H])C(=C1)NC1=NN(C2=CC=C(C(=C12)OC)[C@@H](C(F)(F)F)O)CC |o1:31|